BrC(C1=C(C(=C(C(=C1[2H])[2H])[2H])[2H])[2H])([2H])[2H] 1-[bromo(dideutero)methyl]-2,3,4,5,6-penta-deutero-benzene